di(tertiary butyl) dicarbonate C(=O)(OC(C)(C)C)OC(=O)OC(C)(C)C